N1CCC2(CC1)C(C=1C(=NC=CC1)C2)N spiro[5,7-dihydrocyclopenta[b]pyridine-6,4'-piperidine]-5-amine